CN(C=1OCC=C(N1)C(F)(F)F)C 2-dimethylamino-4-trifluoromethyl-6H-1,3-oxazine